CC1=CC(=CN=N1)C1=NC(=CC=C1C(C)O)N1C=NC2=C1C=CC(=C2)NC=2N=NC(=CC2)C 1-[2-(6-methylpyridazin-4-yl)-6-[5-[(6-methylpyridazin-3-yl)amino]benzimidazol-1-yl]-3-pyridyl]ethanol